FC1CN(CC=C1C=1C=NC(=CC1)C(=O)NC)CC=1C=C2NC(C=3N(C2=CC1OC)N=CC3F)=O 3'-fluoro-1'-((3-fluoro-8-methoxy-4-oxo-4,5-dihydropyrazolo[1,5-a]quinoxalin-7-yl)methyl)-N-methyl-1',2',3',6'-tetrahydro-[3,4'-bipyridine]-6-carboxamide